Sulfonyl-isoxazole S(=O)(=O)=C1NOC=C1